7-(S-amino-N-trityl-sulfonimidoyl)-2-methyl-2,3-dihydropyrazolo[5,1-b]oxazole NS(=O)(=NC(C1=CC=CC=C1)(C1=CC=CC=C1)C1=CC=CC=C1)C=1C=NN2C1OC(C2)C